C(C)(=O)O[C@@H]1[C@H](O[C@@H]([C@@H]([C@H]1OC(C)=O)OC(C)=O)OC[C@@H]([C@@H]([C@@H](CCCCCCCCCCCCCC)OC(C)=O)OC(C)=O)NC(=O)OC(C)(C)C)COC(NC12CC(C1)C2)=O (2R,3R,4S,5R,6S)-2-(((bicyclo[1.1.1]pentan-1-ylcarbamoyl)oxy)methyl)-6-(((2S,3S,4R)-3,4-diacetoxy-2-((tert-butoxycarbonyl)amino)octadecyl)oxy)tetrahydro-2H-pyran-3,4,5-triyl triacetate